C1(=CC(=CC=C1)C1=NC(=C2N=CN(C2=N1)C1(OCC(C1O)O)C(=O)NC)NCC1=CC=CC=C1)C1=CC=CC=C1 2-([[1,1'-biphenyl]-3-yl]-6-(benzylamino)-9H-purin-9-yl)-3,4-dihydroxy-N-methyltetrahydrofuran-2-carboxamide